ClC1=CC=C(S1)C1=C(NC=2C1=NC=CC2)C2=CC(=NC=C2)NC(CC2=CC=C(C=C2)F)=O N-{4-[3-(5-Chlorothiophen-2-yl)-1H-pyrrolo[3,2-b]pyridin-2-yl]pyridin-2-yl}-2-(4-fluorophenyl)acetamid